FC=1C(=C(C=CC1)S(=O)(=O)Cl)C 3-fluoro-2-methyl-benzenesulfonyl chloride